FC1(CCN(CC1)C1=NC(=CC(=N1)NC1=NC=NC2=CC(=CC(=C12)N1CCC2(CC2)CC1)S(=O)(=O)CCO)C)F 2-((4-((2-(4,4-Difluoropiperidin-1-yl)-6-methylpyrimidin-4-yl)amino)-5-(6-azaspiro[2.5]octan-6-yl)quinazolin-7-yl)sulfonyl)ethan-1-ol